tert-butyl (5-((7R,14R)-1-(difluoromethoxy)-6-(methyl-d3)-5-oxo-5,6,7,14-tetrahydro-7,14-methanobenzo[f]benzo[4,5]imidazo[1,2-a][1,4]diazocin-11-yl)pent-4-yn-1-yl)(methyl)carbamate FC(OC1=CC=CC=2C(N([C@H]3C=4N([C@@H](C21)C3)C3=C(N4)C=CC(=C3)C#CCCCN(C(OC(C)(C)C)=O)C)C([2H])([2H])[2H])=O)F